C(C(=C)CC(=O)O)(=O)O.C(=CCCC=C)O mono1,5-hexadienol itaconate